OCC1CC(C1)COC1=CC=C(C=C1)C1CCN(CC1)C1=CC(=C(C#N)C=C1)C(F)(F)F 4-(4-(4-(((1s,3s)-3-(hydroxyl-methyl)cyclobutyl)methoxy)phenyl)piperidin-1-yl)-2-(trifluoromethyl)benzonitrile